(3S)-3-(4-Fluorophenoxymethyl)-2-{[6-methyl-3-(1,3-thiazol-2-yl)pyridin-2-yl]carbonyl}-2-azabicyclo[3.1.1]heptan FC1=CC=C(OC[C@H]2N(C3CC(C2)C3)C(=O)C3=NC(=CC=C3C=3SC=CN3)C)C=C1